N-(3-(5-(6-(3-cyanopyrrolo[1,2-b]pyridazin-7-yl)-4-(isopropylamino)pyridin-3-yl)-1,3,4-thiadiazol-2-yl)bicyclo[1.1.1]pent-1-yl)acetamide C(#N)C1=CC=2N(N=C1)C(=CC2)C2=CC(=C(C=N2)C2=NN=C(S2)C21CC(C2)(C1)NC(C)=O)NC(C)C